FC1(OC2=C(O1)C=CC(=C2)C(C)C2(COC2)C2=NC=CC(=C2)N2N=C(C=1CCCC(C21)=O)C(F)(F)F)F 1-[2-[3-[1-(2,2-difluoro-1,3-benzodioxol-5-yl)ethyl]oxetan-3-yl]-4-pyridyl]-3-(trifluoromethyl)-5,6-dihydro-4H-indazol-7-one